ClC1=C(C=CC=C1)NC(=O)NC1CN(C(C1)=O)C1=CC=CC=C1 1-(2-chlorophenyl)-3-(5-oxo-1-phenylpyrrolidin-3-yl)urea